Tert-butyl (S)-4-(7-(8-chloro-3-(methoxymethoxy)naphth-1-yl)-2,8-difluoroquinazolin-4-yl)-2-(cyanomethyl)piperazine-1-carboxylate ClC=1C=CC=C2C=C(C=C(C12)C1=CC=C2C(=NC(=NC2=C1F)F)N1C[C@@H](N(CC1)C(=O)OC(C)(C)C)CC#N)OCOC